CN1C(N(C(C=2N(C=NC12)C)=O)CC1CC(C1)C(C(F)(F)F)(O)O)=O 3,7-Dimethyl-1-[[3-(2,2,2-trifluoro-1,1-dihydroxyethyl)cyclobutyl]methyl]purine-2,6-dione